ClC1=CC=C(S1)[C@H](C(=O)N1CCN(CC1)C=1C2=C(N=CN1)[C@@H](C[C@H]2C)O)CNCC2CC2 (S)-2-(5-chlorothiophen-2-yl)-3-(cyclopropylmethylamino)-1-(4-((5R,7R)-7-hydroxy-5-methyl-6,7-dihydro-5H-cyclopenta[d]pyrimidin-4-yl)piperazin-1-yl)propan-1-one